CC1C23C(C(C1C)(C)COC(C)=O)CC(CC2)C3 (2,3,4-Trimethyl-4-tricyclo[5.2.1.01,5]decanyl)methylacetat